Racemic-amphetamine sulfate S(=O)(=O)(O)O.N[C@H](C)CC1=CC=CC=C1 |r|